tert-butyl 8-[(2S,3S)-1-(9H-fluoren-9-ylmethoxycarbonyl)-2-[2-methyl-3-(trideuteriomethoxy)phenyl]pyrrolidin-3-yl]-3,8-diazabicyclo[3.2.1]octane-3-carboxylate C1=CC=CC=2C3=CC=CC=C3C(C12)COC(=O)N1[C@H]([C@H](CC1)N1C2CN(CC1CC2)C(=O)OC(C)(C)C)C2=C(C(=CC=C2)OC([2H])([2H])[2H])C